ClC1=C(C=C(C=C1)C=1NC(C=2N(C1)N=C(C2C2CC(C2)(F)F)C(=O)O)=O)F 6-(4-Chloro-3-fluorophenyl)-3-(3,3-difluorocyclobutyl)-4-oxo-4,5-dihydropyrazolo[1,5-a]pyrazine-2-carboxylic acid